C(C)(C)(C)OC(N[C@@H]1[C@H](CCCC1)O)=O N-((2S,1S)-2-hydroxycyclohexyl)carbamic acid tert-butyl ester